N-(2-chloro-4-(trifluoromethyl)phenyl)-1-(4-((1-(4-(2,4-dioxotetrahydropyrimidin-1(2H)-yl)phenyl)azetidin-3-yl)ethynyl)-1H-pyrazol-1-yl)cyclobutane-1-carboxamide ClC1=C(C=CC(=C1)C(F)(F)F)NC(=O)C1(CCC1)N1N=CC(=C1)C#CC1CN(C1)C1=CC=C(C=C1)N1C(NC(CC1)=O)=O